OC(CN1C=NC2=C(C1=O)C=C(N=C2C=2C=NSC2)C2=NC=C(C=C2)C(F)(F)F)(C)C 3-(2-hydroxy-2-methylpropyl)-8-(isothiazol-4-yl)-6-(5-(trifluoromethyl)pyridin-2-yl)pyrido[3,4-d]pyrimidin-4(3H)-one